4-(2,6,6-trimethylcyclohexen-1-yl)but-3-en-2-one CC1=C(C(CCC1)(C)C)C=CC(C)=O